C(CCC)C1(OC2=C(C(=N1)C1=CN=C3N1N=CC=C3C)C=CC=C2Cl)C 2-butyl-8-chloro-2-methyl-4-(8-methylimidazo[1,2-b]pyridazin-3-yl)-2H-benzo[e][1,3]oxazine